ClC1=CC=C2C(=NC=NC2=C1)NC(CCCN(CCO)CC1=CC(=CC=C1)F)C 2-((4-((7-Chloroquinazolin-4-yl)amino)pentyl)(3-fluorobenzyl)amino)ethan-1-ol